C(N)(OC(C(C)(C)O)(C1=CC=C(C=C1)OCC12CCC(CC1)CC2)C(C)(C)C)=O (tert-butyl 1-(4-(bicyclo[2.2.2]oct-1-ylmethoxy) phenyl)-2-hydroxy-2-methylpropyl) carbamate